5-chloro-N-[(3-fluoropyridin-2-yl)methyl]-1,3-thiazole-4-carboxamide ClC1=C(N=CS1)C(=O)NCC1=NC=CC=C1F